titanium hydrogen deuteride [H][2H].[Ti]